C1(CC1)C(C)(C)NC(=O)C=1C=NN2C1N=C(C=C2C2=NC=CC=C2)C N-(2-cyclopropylpropan-2-yl)-5-methyl-7-(pyridin-2-yl)pyrazolo[1,5-a]pyrimidine-3-carboxamide